tert-butyl-3-[(6-iodopyridazin-3-yl) (methyl) amino]-1,5-dimethyl-8-azabicyclo[3.2.1]Octane-8-carboxylate C(C)(C)(C)OC(=O)N1C2(CC(CC1(CC2)C)N(C)C=2N=NC(=CC2)I)C